tert-butyl (R)-4-((6-(2-(3,3-difluoroazetidin-1-yl)-4-(methoxycarbonyl)phenyl)-2,2-difluoro-7-azaspiro[3.5]nonan-7-yl)methyl)-5-methoxy-7-methyl-1H-indole-1-carboxylate FC1(CN(C1)C1=C(C=CC(=C1)C(=O)OC)[C@H]1CC2(CC(C2)(F)F)CCN1CC1=C2C=CN(C2=C(C=C1OC)C)C(=O)OC(C)(C)C)F